C(C1=CC=CC=C1)OC1=CC=C2C(C=C(OC2=C1Br)N1N=CN=C1)=O 7-(benzyloxy)-8-bromo-2-(1H-1,2,4-triazol-1-yl)-4H-chromen-4-one